5H,6H,7H-cyclopenta[c]pyridazine-4-carboxamide N1=NC=C(C2=C1CCC2)C(=O)N